OC1(CC2CCC(C1)O2)C(=O)OC(C)(C)C tert-butyl 3-hydroxy-8-oxabicyclo[3.2.1]octane-3-carboxylate